Methyl (S)-4,4-difluoropyrrolidine-2-carboxylate FC1(C[C@H](NC1)C(=O)OC)F